3,5-dimethyl-1-(2,6-dimethylphenyl)-1H-pyrazolo[3,4-b]pyridine CC1=NN(C2=NC=C(C=C21)C)C2=C(C=CC=C2C)C